N-[7-benzyloxy-5-fluoro-6-(1,1,4-trioxo-1,2,5-thiadiazolidin-2-yl)-2-naphthyl]-2-[4-[4-[(2,6-dioxo-3-piperidyl)amino]phenyl]-3,3-difluoro-1-piperidyl]acetamide C(C1=CC=CC=C1)OC1=C(C(=C2C=CC(=CC2=C1)NC(CN1CC(C(CC1)C1=CC=C(C=C1)NC1C(NC(CC1)=O)=O)(F)F)=O)F)N1S(NC(C1)=O)(=O)=O